(7E)-1-oxacycloheptadec-7-en-2-one O1C(CCCC\C=C\CCCCCCCCC1)=O